CN1CCC(CC1)NC1=CC=CC2=C1S(C=C2C=2N=CSC2)(=O)=O 7-((1-methylpiperidin-4-yl)amino)-1,1-dioxido-3-(thiazol-4-yl)benzo[b]thiophen